F/C=C/C1=C(O[C@H](C(=O)O)C)C=CC(=C1)Cl (S)-2-{2-[(E)-2-fluoroethenyl]-4-chlorophenoxy}propionic acid